1-(1-{5-Chloro-3-[1-(2-fluoro-1-methylethyl)azetidin-3-yl]-2-methoxy-4-methylphenyl}ethyl)-3-methyl-1H-pyrazolo[3,4-d]pyrimidin ClC=1C(=C(C(=C(C1)C(C)N1N=C(C=2C1=NC=NC2)C)OC)C2CN(C2)C(CF)C)C